CC=1C=CC(=C(C1)O)C=1C=2N(C(=NN1)N[C@H]1CN(CCC1)C)C=CC2 (R)-5-methyl-2-(4-((1-methylpiperidin-3-yl)amino)pyrrolo[1,2-d][1,2,4]triazin-1-yl)phenol